C(C)C1=CN=C(NC1=O)C1=CC(CC1)N1CCN(CC1)C=1C=CC(=NC1F)C(=O)NC1CCN(CC1)C 5-(4-(3-(5-ethyl-6-oxo-1,6-dihydropyrimidin-2-yl)cyclopent-2-en-1-yl)piperazin-1-yl)-6-fluoro-N-(1-methylpiperidin-4-yl)picolinamide